ClC1=C(C(=CC=C1)Cl)N1CC(C1)C1=CC(=C(C(=C1)C)CN1CC(C1)(O)C)C 1-[[4-[1-(2,6-dichlorophenyl)azetidin-3-yl]-2,6-dimethyl-phenyl]methyl]-3-methyl-azetidin-3-ol